C(CCCCCCC)P(O)=O octyl-phosphinic acid